(2R,3R,4R,5R)-3,4-bis(benzoyloxy)-5-((benzoyloxy)methyl)tetrahydrofuran-2-carboxylic acid C(C1=CC=CC=C1)(=O)O[C@H]1[C@@H](O[C@@H]([C@H]1OC(C1=CC=CC=C1)=O)COC(C1=CC=CC=C1)=O)C(=O)O